4-(triethylsilyl)dibenzofuran C(C)[Si](C1=CC=CC2=C1OC1=C2C=CC=C1)(CC)CC